2,2'-(ethane-1,2-diylbis(oxy))bis(ethan-1-amine) di-maleate C(\C=C/C(=O)O)(=O)O.C(\C=C/C(=O)O)(=O)O.C(COCCN)OCCN